OCC=CC=O 4-Hydroxy-but-2-enal